C=1NC=CC2=NC=3C=CC=CC3C21 2H-pyrido[4,3-b]indol